heptafluoropropane C(C(C(F)(F)F)(F)F)(F)F